F[C@@H]1CN(CC[C@H]1N1N=C(C2=CC=CC=C12)B1OC(C(O1)(C)C)(C)C)C(=O)OC(C)(C)C |r| tert-butyl rac-(3R,4R)-3-fluoro-4-[3-(4,4,5,5-tetramethyl-1,3,2-dioxaborolan-2-yl)indazol-1-yl]piperidine-1-carboxylate